o-cyclohexynyl-aniline C1(C#CCCC1)C1=C(N)C=CC=C1